6-(tridecylthio)hexan-1-ol C(CCCCCCCCCCCC)SCCCCCCO